C1(=CC=C(C=C1)C1=NC(=CN(N1)Cl)C1=CC=CC=C1)C1=CC=CC=C1 ([1,1'-biphenyl]-4-yl)-4-chloro-6-phenyl-1,3,4-triazine